NC=1C(=NC=CC1)NCC1(CN(CC1)CC1=CC=CC=C1)C(=O)OC methyl 3-(((3-aminopyridin-2-yl) amino) methyl)-1-benzyl-pyrrolidine-3-carboxylate